1,3,5-tri(1-triazolyl-methylene)-2,4,6-trimethylbenzene N1N=NC(=C1)C=C1C(C(C(C(C1C)=CC=1N=NNC1)C)=CC=1N=NNC1)C